allyl bis(2,2,2-trifluoroethyl) phosphate P(=O)(OCC=C)(OCC(F)(F)F)OCC(F)(F)F